6-ethyl-4-((5-(3-hydroxy-5-(trifluoromethyl)phenyl)-1,3,4-thiadiazol-2-yl)methyl)-4,6-diazaspiro[2.4]heptane-5,7-dione C(C)N1C(N(C2(CC2)C1=O)CC=1SC(=NN1)C1=CC(=CC(=C1)C(F)(F)F)O)=O